2-cyanobenzenesulfonyl chloride C(#N)C1=C(C=CC=C1)S(=O)(=O)Cl